CC=1C=C(C=2N(N1)C(=NC2C2=CC=CC=C2)SCC(=O)C2=CC=C(S2)CCNC(C)=O)C N-(2-(5-(2-((2,4-dimethyl-5-phenylimidazo[1,5-b]pyridazin-7-yl)thio)acetyl)thiophen-2-yl)ethyl)acetamide